C12CN(CC2C1)C1=NC2=C(C=C(C=C2C(N1CC(F)(F)F)=O)C)C(C)NC1=C(C(=O)O)C=CC=C1 2-((1-(2-(3-Azabicyclo[3.1.0]hexan-3-yl)-6-methyl-4-oxo-3-(2,2,2-trifluoroethyl)-3,4-dihydroquinazolin-8-yl)ethyl)amino)benzoic acid